2-fluoroethane FCC